3-(2-(Benzyloxy)-4-fluorophenyl)-4-methylene-4,5-dihydro-1H-pyrazole-1-carboximidamide methanesulfonic acid salt CS(=O)(=O)O.C(C1=CC=CC=C1)OC1=C(C=CC(=C1)F)C1=NN(CC1=C)C(N)=N